9,9-diethoxynonyltriphenylphosphonium iodide [I-].C(C)OC(CCCCCCCC[P+](C1=CC=CC=C1)(C1=CC=CC=C1)C1=CC=CC=C1)OCC